5,6-dihydro-2'-deoxyuridine [C@@H]1(C[C@H](O)[C@@H](CO)O1)N1C(=O)NC(=O)CC1